(S)-N-(3-(2-((1,5-dimethyl-1H-pyrazol-3-yl)amino)-5-methylpyrimidin-4-yl)-1H-indol-7-yl)-2-(3-((2-(methylthio)pyrimidin-4-yl)oxy)pyrrolidin-1-yl)acetamide CN1N=C(C=C1C)NC1=NC=C(C(=N1)C1=CNC2=C(C=CC=C12)NC(CN1C[C@H](CC1)OC1=NC(=NC=C1)SC)=O)C